4,4'-(Thiophene-2,5-diylbis(1H-1,2,3-triazole-4,1-diyl))bis(2-(trifluoromethyl)benzoic acid) S1C(=CC=C1C=1N=NN(C1)C1=CC(=C(C(=O)O)C=C1)C(F)(F)F)C=1N=NN(C1)C1=CC(=C(C(=O)O)C=C1)C(F)(F)F